(E)-2-(4-bromo-3-chlorobut-1-en-1-yl)thiophene BrCC(/C=C/C=1SC=CC1)Cl